[6-(3-cyclopropyl-1,2,4-triazol-1-yl)-2-azaspiro[3.3]heptan-2-yl]-[3-[6-[3-hydroxy-3-(trifluoromethyl)pyrrolidin-1-yl]-3-pyridyl]azetidin-1-yl]methanone C1(CC1)C1=NN(C=N1)C1CC2(CN(C2)C(=O)N2CC(C2)C=2C=NC(=CC2)N2CC(CC2)(C(F)(F)F)O)C1